BrCC=CC#N (Z) and (E)-4-bromobut-2-enenitrile